1,2-dioleyloxyketo-N,N-dimethyl-3-aminopropane C(CCCCCCC\C=C/CCCCCCCC)OC(C(CN(C)C)OCCCCCCCC\C=C/CCCCCCCC)=O